(E)-4-(N-benzyl-2-(4-methoxy-3-pyridyl)-4-anilinopyrimidine-5-carboxamido)-2-butene carbonate C(O)(O)=O.C(C1=CC=CC=C1)N(C(=O)C=1C(=NC(=NC1)C=1C=NC=CC1OC)NC1=CC=CC=C1)C/C=C/C